FC=1C=C(C=NC1)C1=CN=CC(=N1)C1=CC=C(C(=O)O)C=C1 4-(6-(5-Fluoropyridin-3-yl)pyrazin-2-yl)benzoic acid